BrCCCC(=O)OCCCCCCCCCCCCCCCCCCC nonadecyl 4-bromobutyrate